isopropyl 2-(4,4,5,5-tetramethyl-1,3,2-dioxaborolan-2-yl)-3-(2-(4,4,5,5-tetramethyl-1,3,2-dioxaborolan-2-yl)propan-2-yl)bicyclo[1.1.1]pentane-1-carboxylate CC1(OB(OC1(C)C)C1C2(CC1(C2)C(C)(C)B2OC(C(O2)(C)C)(C)C)C(=O)OC(C)C)C